(tert-Butyl)chlorodiphenylsilane C(C)(C)(C)[Si](C1=CC=CC=C1)(C1=CC=CC=C1)Cl